The molecule is a quinoline compound having a cyano group at the 3-position, a 3-chloro-4-(2-pyridylmethoxy)anilino group at the 4-position, a 4-dimethylamino-trans-but-2-enoylamido group at the 6-position, and an ethoxy group at the 7-position. It has a role as a tyrosine kinase inhibitor and an antineoplastic agent. It is a member of quinolines and a nitrile. CCOC1=C(C=C2C(=C1)N=CC(=C2NC3=CC(=C(C=C3)OCC4=CC=CC=N4)Cl)C#N)NC(=O)/C=C/CN(C)C